9H-fluoren-9-ylmethyl N-[(3R,6S)-3-[[(1S)-1-cyano-2-[(3S)-2-oxopyrrolidin-3-yl]ethyl]carbamoyl]-5-oxo-2,3,6,7,8,8a-hexahydrothiazolo[3,2-a]pyridin-6-yl]carbamate C(#N)[C@H](C[C@H]1C(NCC1)=O)NC(=O)[C@@H]1CSC2N1C([C@H](CC2)NC(OCC2C1=CC=CC=C1C=1C=CC=CC21)=O)=O